6-(1-(8-cyclobutyl-8-azabicyclo[3.2.1]oct-3-yl)piperidin-4-yl)-1-cyclopropyl-4-fluoro-2-(4-(methylsulfonyl)phenyl)-1H-benzo[d]imidazole C1(CCC1)N1C2CC(CC1CC2)N2CCC(CC2)C=2C=C(C1=C(N(C(=N1)C1=CC=C(C=C1)S(=O)(=O)C)C1CC1)C2)F